1-(4-cyanopyrimidin-2-yl)piperidine-4-carboxylic acid trifluoroacetic acid salt FC(C(=O)O)(F)F.C(#N)C1=NC(=NC=C1)N1CCC(CC1)C(=O)O